C1(C(CCCC1)C(=O)N)C(=O)N 1,2-cyclohexanediamide